3-(4-ethynylpiperidin-1-yl)azetidine-1-carboxylic acid tert-butyl ester C(C)(C)(C)OC(=O)N1CC(C1)N1CCC(CC1)C#C